BrC1=CC=C(C=C1)C1(CN(C1)C(=O)OCC1=CC=CC=C1)NS(=O)C(C)(C)C benzyl 3-(4-bromophenyl)-3-(tert-butylsulfinylamino)azetidine-1-carboxylate